(piperidin-1-yl)but-2-en-1-one N1(CCCCC1)C(C=CC)=O